CC1(OB(OC1(C)C)C1=CC=C(C=C1)C1=CN=CS1)C 5-(4-(4,4,5,5-tetramethyl-1,3,2-dioxaborolan-2-yl)phenyl)Thiazole